2-hydroxysulfinatoacetate OC(C(=O)[O-])S(=O)[O-]